C(C1=CC=CC=C1)OC(=O)N[C@H](CCC(=O)OC(C)(C)C)C(NCC1=CC=C(C=C1)C(F)(F)F)=O (R)-tert-butyl 4-(((benzyloxy)carbonyl)amino)-5-oxo-5-((4-(trifluoromethyl)benzyl)amino)pentanoate